2,3,6,7,10,11-hexahydro-triphenylene C=1CCC=C2C3=CCCC=C3C3=CCCC=C3C12